methyl-bicyclo[1.1.1]pentane CC12CC(C1)C2